N-(2,6-dimethyl-4-(4,4,5,5-tetramethyl-1,3,2-dioxaborolan-2-yl)benzyl)oxazol-2-amine CC1=C(CNC=2OC=CN2)C(=CC(=C1)B1OC(C(O1)(C)C)(C)C)C